1-naphthyl-butanone C1(=CC=CC2=CC=CC=C12)CC(CC)=O